3,5-di-tert-Butyl-4-hydroxybenzyl-phosphate C(C)(C)(C)C=1C=C(COP(=O)([O-])[O-])C=C(C1O)C(C)(C)C